FC(C)(F)C1(CC1)N1C=C2C(=NN(C(C2=CC1=O)=O)C)N[C@H](C)C1=C(C(=CC=C1)C(F)F)F (R)-6-(1-(1,1-difluoroethyl)cyclopropyl)-4-((1-(3-(difluoromethyl)-2-fluorophenyl)ethyl)amino)-2-methylpyrido[3,4-d]pyridazine-1,7(2H,6H)-dione